ClC=1C=C(C=C(C1OCCCl)Cl)C(C)(C)C1=CC=C(NC=2OC(=CN2)CO)C=C1 [2-[4-[1-[3,5-dichloro-4-(2-chloroethoxy)phenyl]-1-methyl-ethyl]anilino]oxazol-5-yl]-methanol